(1-(2-hydroxy-2-(4-(4-(3-(methylsulfonyl)ureido)-2,3-dihydro-1H-inden-5-yl)pyridin-2-yl)ethyl)piperidin-4-yl)boronic acid OC(CN1CCC(CC1)B(O)O)C1=NC=CC(=C1)C=1C(=C2CCCC2=CC1)NC(=O)NS(=O)(=O)C